α,α'-dichloropara-xylene ClCC1=CC=C(C=C1)CCl